C(C)(C)(C)OC(=O)N1C(CC1)OS(=O)(=O)C ((methylsulfonyl)oxy)azetidine-1-carboxylic acid tert-butyl ester